tert-butyl (2-(2-(3-((2-((5-methylthiazol-2-yl)carbamoyl)phenyl)amino)-3-oxopropoxy)ethoxy)ethyl)carbamate CC1=CN=C(S1)NC(=O)C1=C(C=CC=C1)NC(CCOCCOCCNC(OC(C)(C)C)=O)=O